2-[2-[2-[2-(2-hydroxyethoxy)ethoxy]ethoxy]ethoxy]acetamide OCCOCCOCCOCCOCC(=O)N